6-(3,4-dimethylphenyl)-N-[3-(4-methoxyphenyl)azetidin-3-yl]-4-oxo-4,5-dihydropyrazolo[1,5-a]pyrazine-2-carboxamide hydrochloride Cl.CC=1C=C(C=CC1C)C=1NC(C=2N(C1)N=C(C2)C(=O)NC2(CNC2)C2=CC=C(C=C2)OC)=O